C(C)(C)(C)OC(=O)N1C2CC(CC1CC2)NC=2N=C(C1=C(N2)C=CS1)NC1=NNC(=C1)C tert-butyl-(3-exo)-3-((4-((5-methyl-1H-pyrazol-3-yl) amino) thieno[3,2-d]pyrimidin-2-yl) amino)-8-azabicyclo[3.2.1]octane-8-carboxylate